(S)-1-(2-(2,6-dioxopiperidin-3-yl)-1,3-dioxoisoindolin-5-yl)pyrrolidine-3-carbaldehyde O=C1NC(CCC1N1C(C2=CC=C(C=C2C1=O)N1C[C@H](CC1)C=O)=O)=O